C(#N)C1=NC=C(C(=C1)[C@@H](C)NC(C1=CN=CC(=C1N1C[C@]2(CCCN2)CC1)C1=CC(=CC(=C1)F)F)=O)F N-[(R)-1-(2-cyano-5-fluoro-4-pyridyl)ethyl]-4-{(S)-1,7-diaza-7-spiro[4.4]nonyl}-5-(3,5-difluorophenyl)nicotinamide